methyl 3,3-dimethoxypropanoate COC(CC(=O)OC)OC